COCCOC1=C(C=CC=C1)C=1N=C(SC1)NC(=O)C=1C=NC(=CC1)C N-[4-[2-(2-methoxyethoxy)phenyl]thiazol-2-yl]-6-methyl-pyridine-3-carboxamide